4-[4,6-Bis([1,1'-biphenyl]-4-yl)-1,3,5-triazin-2-yl]-1,3-benzenediol C1(=CC=C(C=C1)C1=NC(=NC(=N1)C1=CC=C(C=C1)C1=CC=CC=C1)C1=C(C=C(C=C1)O)O)C1=CC=CC=C1